(2S)-2-(9H-fluoren-9-ylmethoxycarbonylamino)-7,7-difluoroheptanoic acid C1=CC=CC=2C3=CC=CC=C3C(C12)COC(=O)N[C@H](C(=O)O)CCCCC(F)F